(S)-1-(4-Fluorophenylmethyl)-3-(4-(3-methylbutyryl)phenylmethyl)-1-((1-methylpyrrolidin-2-yl)methyl)urea FC1=CC=C(C=C1)CN(C(=O)NCC1=CC=C(C=C1)C(CC(C)C)=O)C[C@H]1N(CCC1)C